(formylmethylene)Triphenylphosphorane C(=O)C=P(C1=CC=CC=C1)(C1=CC=CC=C1)C1=CC=CC=C1